N-(2-FORMYL-5,8-DIOXO-5,8-DIHYDROQUINOLIN-7-YL)ACETAMIDE CC(=O)NC1=CC(=O)C2=C(C1=O)N=C(C=C2)C=O